C1(=CC=CC=C1)C1(NC2=CC=CC=C2C(=N1)C1=C(C=CC=C1)C)C1=CC=CC=C1 2,2-diphenyl-4-(o-tolyl)-1,2-dihydroquinazoline